CC1=CC(CCC1)=O 3-methyl-2-cyclohexene-1-one